NC1CCC(CC1)CN1C(=NC=2C1=C(N=NC2N)CCC(C)C)CCCC 1-(((1R,4R)-4-aminocyclohexyl)methyl)-2-butyl-7-isopentyl-1H-imidazo[4,5-d]pyridazin-4-amine